ClC1=C(C(=O)N2COC3=C(C2)C=CC=C3C3=CC(=C(C(=O)O)C=C3F)N3C2COCC3CC2)C(=CC(=C1)C=1C2=C(C=NC1)N(C(=N2)C)C)Cl 4-[3-[2,6-Dichloro-4-(2,3-dimethylimidazo[4,5-c]pyridin-7-yl)benzoyl]-2,4-dihydro-1,3-benzoxazin-8-yl]-5-fluoro-2-(3-oxa-8-azabicyclo[3.2.1]octan-8-yl)benzoic acid